N-(4-methyl-3-((7-(methylthio)pyrimido[4,5-d]pyrimidin-4-yl)amino)phenyl)-3-(trifluoromethyl)benzamide CC1=C(C=C(C=C1)NC(C1=CC(=CC=C1)C(F)(F)F)=O)NC1=NC=NC2=NC(=NC=C21)SC